CN(C)C(=S)OC(CCOC1=CC=CC(=C1)OC(=S)N(C)C)C 3,5-bis(dimethylaminothioformyloxy)-butoxybenzene